CCCCN(CCCC)[C-]([S])[S] The molecule is a member of the class of dithiocarbamate anions resulting from the removal of the proton from the dithiocarbamic acid moiety of dibutyldithiocarbamic acid. It is a conjugate base of a dibutyldithiocarbamic acid.